IC1=CN=C2N1N=C(C=C2N(CC(=O)OC(C)(C)C)CC2=CC=C(C=C2)OC)N2CCN(CC2)C tert-butyl N-(3-iodo-6-(4-methylpiperazin-1-yl)imidazo[1,2-b]pyridazin-8-yl)-N-(4-methoxybenzyl)glycinate